tert-Butyl 4-(2-bromo-5-ethyl-7-oxo-4,7-dihydro-[1,2,4]triazolo[1,5-a]pyrimidin-6-yl)-3,6-dihydropyridine-1(2H)-carboxylate BrC1=NN2C(NC(=C(C2=O)C=2CCN(CC2)C(=O)OC(C)(C)C)CC)=N1